1-[4-(6-acetamidopyridazin-3-yl)butyl]-N-{[3-(trifluoromethoxy)phenyl]methyl}-1H-1,2,3-triazole-4-carboxamide C(C)(=O)NC1=CC=C(N=N1)CCCCN1N=NC(=C1)C(=O)NCC1=CC(=CC=C1)OC(F)(F)F